3,3,3-trifluoro-N-(2-fluoro-4-(2-(((1r,4r)-4-((2-fluoroethyl)(meth-yl)amino)cyclohexyl)-amino)-8-isopropyl-7-oxo-7,8-dihydropyrido-[2,3-d]pyrimidin-6-yl)-phenyl)propane-1-sulfonamide FC(CCS(=O)(=O)NC1=C(C=C(C=C1)C1=CC2=C(N=C(N=C2)NC2CCC(CC2)N(C)CCF)N(C1=O)C(C)C)F)(F)F